(R)-1-((4-amino-3-fluorophenyl)amino)-1-oxobutan-2-yl methanesulfonate CS(=O)(=O)O[C@@H](C(=O)NC1=CC(=C(C=C1)N)F)CC